(2S,5R)-2-(1-(4-bromophenyl)-3-(4-fluorophenyl)-1H-pyrazol-4-yl)-3-(4-ethoxyphenethyl)-5-methyloxazolidin-4-one BrC1=CC=C(C=C1)N1N=C(C(=C1)[C@@H]1O[C@@H](C(N1CCC1=CC=C(C=C1)OCC)=O)C)C1=CC=C(C=C1)F